3-(2-(isopropyl(methyl)amino)ethyl)-1H-pyrrolo[2,3-b]pyridine-5-carbonitrile fumarate salt C(\C=C\C(=O)O)(=O)O.C(C)(C)N(CCC1=CNC2=NC=C(C=C21)C#N)C